ClC1=C(C=CC(=C1)Cl)C=1CCCC2=C(C1C1=CC=C(C=C1)O[C@@H]1CN(CC1)CCCF)C=CC(=C2)C(C)=O (S)-1-(8-(2,4-dichlorophenyl)-9-(4-((1-(3-fluoropropyl)pyrrolidin-3-yl)oxy)phenyl)-6,7-dihydro-5H-benzo[7]annulen-3-yl)ethan-1-one